N1-(2-(dimethylamino)ethyl)-N2-((dimethylamino)methyl)-N1,N2-dimethylethane-1,2-diamine CN(CCN(CCN(C)CN(C)C)C)C